C(C)N(C1=NC(=C2C(=N1)N(N=C2)C)NCC2=CC=C(C=C2)S(=O)(=O)N)C 4-(((6-(Ethyl(methyl)amino)-1-methyl-1H-pyrazolo[3,4-d]pyrimidin-4-yl)amino)methyl)-benzenesulfonamide